OC[C@]1(C[C@H](CC1)N(S(=O)(=O)C)CC1=CC=C(C=C1)OC)C=1OC=C(N1)C(=O)OCC ethyl 2-((1S,3S)-1-(hydroxymethyl)-3-(N-(4-methoxybenzyl)methylsulfonamido)cyclopentyl)oxazole-4-carboxylate